CC1(C(OB(O1)C=1C=NSC1)(C)C)C 4-(tetramethyl-1,3,2-dioxaborolan-2-yl)-1,2-thiazole